(3S)-3-(((benzyloxy)carbonyl)amino)-4-(((2S)-1-((2-methyl-5-(2-(1,2,3,4-tetrahydroquinolin-3-yl)ethoxy)benzyl)amino)-1-oxo-4-phenylbutan-2-yl)amino)-4-oxobutanoic acid C(C1=CC=CC=C1)OC(=O)N[C@@H](CC(=O)O)C(=O)N[C@H](C(=O)NCC1=C(C=CC(=C1)OCCC1CNC2=CC=CC=C2C1)C)CCC1=CC=CC=C1